N-(cyclobutylmethyl)-2-(6-methoxy-2-(2-methoxyimidazo[2,1-b][1,3,4]thiadiazol-6-yl)pyrazolo[1,5-a]pyridin-4-yloxy)acetamide C1(CCC1)CNC(COC=1C=2N(C=C(C1)OC)N=C(C2)C=2N=C1SC(=NN1C2)OC)=O